C(C1=CC=CC=C1)OC1=NSC=C1 3-benzyl-oxyisothiazole